ClC1=C2C=NN(C2=C(C=C1)S(=O)(=O)C(F)(F)F)COC 4-chloro-1-(methoxymethyl)-7-(trifluoromethylsulfonyl)indazole